5-ethyl-4-hydroxy-2-methyl-3(2H)-furanone C(C)C1=C(C(C(O1)C)=O)O